FC(C=1C=CC=2N(N1)C(=CN2)C2=CC(=NC(=C2)NC)N2C[C@H](OCC2)CNS(=O)(=O)C)F (S)-N-((4-(4-(6-(Difluoromethyl)imidazo[1,2-b]pyridazin-3-yl)-6-(methylamino)pyridin-2-yl)morpholin-2-yl)methyl)methanesulfonamide